FC1=C(C(=O)O)C=C(C(=C1)NC1=NC=C2N(CN(C2=N1)C1CCOCC1)C)C 2-fluoro-5-methyl-4-((7-methyl-9-(tetrahydro-2H-pyran-4-yl)-8,9-dihydro-7H-purin-2-yl)amino)benzoic acid